2-chloro-5-[5-chloro-4-(difluoromethyl)-1-[(1-methyl-1,2,4-triazol-3-yl)methyl]imidazol-2-yl]-3-fluoro-pyridine ClC1=NC=C(C=C1F)C=1N(C(=C(N1)C(F)F)Cl)CC1=NN(C=N1)C